ClC1=C2C(N(C(NC2=C(C=C1)S(=O)(=O)C1=CC(=C2C=NN(C2=C1)[C@H]1[C@@H](C1)C)F)=O)O)=O 5-chloro-8-((4-fluoro-1-((1R,2R)-2-methylcyclopropyl)-1H-indazol-6-yl)sulfonyl)-3-hydroxyquinazoline-2,4(1H,3H)-dione